BrC1=C(C=C(C=C1)F)CN (2-bromo-5-fluorophenyl)methanamine